COC(=O)C=1C=NN(C1[N+](=O)[O-])COCC[Si](C)(C)C 5-Nitro-1-(2-trimethylsilanyl-ethoxymethyl)-1H-pyrazole-4-carboxylic acid methyl ester